OC1=C(OC2=C(O1)C=CC(=C2)C=2C(=C(COC1=CC(=C(CNCCCCCC(=O)NO)C(=C1)OC)OC)C=CC2)C)O 6-((4-((3-(2,3-dihydroxybenzo[b][1,4]dioxin-6-yl)-2-methylbenzyl)oxy)-2,6-dimethoxybenzyl)amino)-N-hydroxyhexanamide